NC1=C2C(=CN(C2=C(C(=C1)Cl)Cl)C=1N=NN(C1)CCO)C=1C=NNC1 2-[4-[4-amino-6,7-dichloro-3-(1H-pyrazol-4-yl)indol-1-yl]triazol-1-yl]ethanol